C(C)OC(=O)C1C(C1)C1=C(C2=C(N(C(=C2C(C)C)C=2C=C(C=3N(C2)N=CN3)C)C(=O)OC(C)(C)C)S1)C tertbutyl 2-(2-ethoxycarbonylcyclopropyl)-4-isopropyl-3-methyl-5-(8-methyl-[1,2,4]triazolo[1,5-a]pyridin-6-yl)thieno[2,3-b]pyrrole-6-carboxylate